N-(4,4-difluorocyclohexyl)-5-(2-methyl-3-((1-methylazetidin-3-yl)methyl)-3H-imidazo[4,5-b]pyridin-5-yl)pyrrolo[2,1-f][1,2,4]triazin-2-amine FC1(CCC(CC1)NC1=NN2C(C=N1)=C(C=C2)C2=CC=C1C(=N2)N(C(=N1)C)CC1CN(C1)C)F